C(C1=CC=CC=C1)OC=1C(=C2C=C(C=NC2=CC1)Br)CCCCN 4-(6-(Benzyloxy)-3-bromoquinoline-5-yl)butane-1-amine